6-bromo-2-methyl-1,2,3,4-tetrahydrobenzo[b][1,6]naphthyridine BrC1=CC=CC=2C1=NC=1CCN(CC1C2)C